NC1=NC=2C=CC=CC2C2=C1N=C(N2CC(C)(O)C)C(F)(F)F 1-(4-amino-2-trifluoromethyl-1H-imidazo[4,5-c]quinolin-1-yl)-2-methylpropan-2-ol